C(CCCCC[N+]1(CCCCC1)C)[N+]1(CCCCC1)C 1,1'-(hexane-1,6-diyl)bis(1-methylpiperidinium)